3-{5-[2-(azetidin-3-yl)ethyl]-3-methyl-2-oxo-2,3-dihydro-1H-benzimidazol-1-yl}piperidine-2,6-dione N1CC(C1)CCC1=CC2=C(N(C(N2C)=O)C2C(NC(CC2)=O)=O)C=C1